4-((4-aminopiperidin-1-yl)methyl)-2-ethoxyphenol NC1CCN(CC1)CC1=CC(=C(C=C1)O)OCC